R-3-hydroxyvaleric acid O[C@@H](CC(=O)O)CC